O[C@H]1[C@H]2[C@@H]3CC[C@H]([C@@H](CCC[C@H](CO)C)C)[C@]3([C@H](C[C@@H]2[C@]2(CCC(C=C2C1)=O)C)O)C (25R)-7alpha,12alpha,26-trihydroxycholest-4-en-3-one